2-(4-trifluoromethylphenyl)imidazo[1,2-a]pyridine FC(C1=CC=C(C=C1)C=1N=C2N(C=CC=C2)C1)(F)F